(-)-1-((cyclopropylmethyl)sulfinyl)-N,N-diethylformamide C1(CC1)CS(=O)C(=O)N(CC)CC